ClC=1C(=NC=CC1)/C=C/S(=O)(C1=NC=CC=C1)=N (E)-(2-(3-chloropyridin-2-yl)vinyl)(imino)(pyridin-2-yl)-λ6-sulfanone